butyl 2,6-dimethylpiperazine-1-carboxylate CC1N(C(CNC1)C)C(=O)OCCCC